NC=1C2=C(N=CN1)C(=CS2)C(=O)NC2=C1C=CN=C(C1=CC=C2C)CC2=CC(=C(C=C2)Cl)CN(C)C 4-Amino-N-(1-(4-chloro-3-((dimethylamino)methyl)benzyl)-6-methylisoquinolin-5-yl)thieno[3,2-d]pyrimidine-7-carboxamide